C(OC1N(CCC1)S(=O)(=O)Cl)([2H])([2H])[2H] (methoxy-d3)pyrrolidine-1-sulfonyl chloride